BrC=1N=C(SC1)C#C[Si](C)(C)C 2-(4-bromothiazol-2-yl)ethynyl-trimethyl-silane